N3,N3'-(5-amino-3-iminopyridine-2,6(1H,3H)-diylidene)bis{6,7-dimethyl-N2-[2-(piperidin-1-yl)ethyl]pyrazolo[1,5-a]pyridine-2,3-diamine} NC1=CC(C(NC1=NC=1C(=NN2C1C=CC(=C2C)C)NCCN2CCCCC2)=NC=2C(=NN1C2C=CC(=C1C)C)NCCN1CCCCC1)=N